C(CCCCCCCCC)NC(CCCCC1(N(CC1)CCCCCCCC(=O)N(CCCCCCCCCC)CCCCCCCCCC)CCCCCCCC(=O)N(CCCCCCCCCC)CCCCCCCCCC)=O 8,8'-((5-(Decylamino)-5-oxopentyl)azetidinediyl)bis(N,N-didecyl-octanoamide)